2-chloro-1-(3-vinylphenyl)ethan-1-one ClCC(=O)C1=CC(=CC=C1)C=C